C(\C=C/C(=O)O)(=O)NCCC(=O)O N-maleoyl-β-alanine